OC1=C(C=C(C=C1)O)[N+]1=CC=CC=C1 N-(2',5'-dihydroxyphenyl)pyridinium